ruthenium niobium monoxide [O-2].[Nb+5].[Ru+3]